O=C1NC(CCC1N1C(C2=CC=CC(=C2C1=O)NCCCCN1CCNCC1)=O)=O 2-(2,6-dioxopiperidin-3-yl)-4-((4-(piperazin-1-yl)butyl)amino)isoindoline-1,3-dione